(5R,6S)-5-hydroxy-6-((R)-5H-imidazo[5,1-a]isoindol-5-yl)-5,6,7,8-tetrahydronaphthalene-2-sulfonamide O[C@H]1C=2C=CC(=CC2CC[C@H]1[C@H]1N2C(C3=CC=CC=C13)=CN=C2)S(=O)(=O)N